BrC1=C(N(C2=NC(=CC=C21)C(F)(F)F)C=2C=C1CCNC1=CC2)C2CC2 5-[3-Bromo-2-cyclopropyl-6-(trifluoromethyl)pyrrolo[2,3-b]pyridin-1-yl]indolin